COCCOCCOCCN(S(=O)(=O)C1=CC=C(C=C1)S(=O)(=O)N)C N1-{2-[2-(2-methoxyethoxy)ethoxy]ethyl}-N1-methylbenzene-1,4-disulfonamide